ferrous periodate I(=O)(=O)(=O)[O-].[Fe+2].I(=O)(=O)(=O)[O-]